C(CCC)C(OCCCCCOCCC(CNOOC1=CC=C(C=C1)[N+](=O)[O-])COOCCCCOC(C(CCCCCC)CCCC)=O)CCCCCC 2-butyloctanoic acid-4-(10-butyl-3,9-dioxahexadecan-1-yl)-1-[(4-nitrophenyl) oxy]-1,7-dioxa-2-aza-6-oxaundecan-11-yl ester